3-(m-tolyl)-2-(2,2,2-trifluoroethyl)benzofuran C1(=CC(=CC=C1)C1=C(OC2=C1C=CC=C2)CC(F)(F)F)C